tert-butyl N-[(1R)-1-[3-[(3S)-3-methyl-1-piperidyl]-1,2,4-oxadiazol-5-yl]ethyl]carbamate C[C@@H]1CN(CCC1)C1=NOC(=N1)[C@@H](C)NC(OC(C)(C)C)=O